ClC=1C=C(C=CC1)CCN1CC(NCC1)COC1=CC=C(C=C1)S(=O)(=O)CCCS(=O)(=O)C 1-[2-(3-chlorophenyl)ethyl]-3-{[4-(3-methanesulfonylpropanesulfonyl)phenoxy]methyl}piperazine